(R)-2,2-difluoro-2-(3-(1-((6-(4-isopropylpiperazin-1-yl)-7-methoxy-2-methylpyrido[2,3-d]pyrimidin-4-yl)amino)ethyl)phenyl)ethan-1-ol FC(CO)(C1=CC(=CC=C1)[C@@H](C)NC=1C2=C(N=C(N1)C)N=C(C(=C2)N2CCN(CC2)C(C)C)OC)F